C(CC)S(=O)(=O)N propane-1-sulfonamid